O[C@H]1C=C[C@H](C1)OC(C)=O acetic acid (1S,4R)-4-hydroxy-cyclopent-2-enyl ester